Cl.CN=C=NC N,N'-dimethylcarbodiimide hydrochloride